ClC1=NC=CC(=C1)[C@@H](CC1=NC(=NC(=N1)N[C@@H](CO)CC(C)C)NS(=O)(=O)C)C N-(4-((R)-2-(2-Chloropyridin-4-yl)propyl)-6-(((R)-1-hydroxy-4-methylpentan-2-yl)amino)-1,3,5-triazin-2-yl)methanesulfonamide